ClC1=CC=C(C=C1)CCCCC=1NC2=C(N1)C=CC=C2 2-[4-(4-Chlorophenyl)butyl]benzimidazole